N-acetyl-glutamine C(C)(=O)N[C@@H](CCC(N)=O)C(=O)O